(2-chloro-5-(2-fluoroethoxy)phenyl)(3-(3,5-difluorophenyl)-2,7-dimethyl-2,4,5,7-tetrahydro-6H-pyrazolo[3,4-c]pyridin-6-yl)methanone Ethyl-4-bromo-3H-imidazole-2-carboxylate C(C)OC(=O)C1=NC=C(N1)Br.ClC1=C(C=C(C=C1)OCCF)C(=O)N1C(C=2C(CC1)=C(N(N2)C)C2=CC(=CC(=C2)F)F)C